FC(C(=O)O)(F)F.C1=NC=CC=2CC(C=CC12)=O isoquinolin-6-one trifluoroacetate salt